hydroxyhexanoyl-phytosphingosine OCCCCCC(=O)C(O)[C@H](N)[C@H](O)[C@H](O)CCCCCCCCCCCCCC